benzyloxycarbonyl (z)-fluoromethyl ketone FCC(=O)C(=O)OCC1=CC=CC=C1